FC=1C=NC=C(C1N1C(N(C=2C=NC=3C=C(C(=CC3C21)C=2C=NN(C2)C)OC)C)=O)OC([2H])([2H])[2H] 1-[3-Fluoro-5-(trideuterio-methoxy)-4-pyridyl]-7-methoxy-3-methyl-8-(1-methylpyrazol-4-yl)imidazo-[4,5-c]quinolin-2-one